FC=1C(=C(C=CC1F)[C@@H]1[C@H](O[C@@]([C@H]1C)(C(F)(F)F)C)C(=O)NC1=CC(=NC=C1C)C(=O)N)OC 4-[[(2S,3R,4S,5S)-3-(3,4-Difluoro-2-methoxy-phenyl)-4,5-dimethyl-5-(trifluoromethyl)tetrahydrofuran-2-carbonyl]amino]-5-methyl-pyridin-2-carboxamid